3-((3-(5-(acetamidomethyl)-2-(4-fluorophenyl)pyridin-4-yl)-1H-pyrazol-1-yl)methyl)-5-chloro-N-methylbenzamide C(C)(=O)NCC=1C(=CC(=NC1)C1=CC=C(C=C1)F)C1=NN(C=C1)CC=1C=C(C(=O)NC)C=C(C1)Cl